3-(4-(aminomethyl)phenyl)-6-((1-(2-chloro-4-(5-methylthiophen-2-yl)benzyl)-4-hydroxypiperidin-4-yl)methyl)-2-methyl-2,6-dihydro-7H-pyrazolo[4,3-d]pyrimidin-7-one dihydrochloride Cl.Cl.NCC1=CC=C(C=C1)C=1N(N=C2C1N=CN(C2=O)CC2(CCN(CC2)CC2=C(C=C(C=C2)C=2SC(=CC2)C)Cl)O)C